4-[2-fluoro-5-[3-(6-methyl-2-pyridinyl)-1H-pyrazol-4-yl]phenyl]-1H-pyrazol-1-ethanol FC1=C(C=C(C=C1)C=1C(=NNC1)C1=NC(=CC=C1)C)C=1C=NN(C1)CCO